(S)-4-(1-(dimethylamino)ethyl)-N'-((1,2,3,5,6,7-hexahydro-s-indacen-4-yl)carbamoyl)benzenesulfonimidamide CN(C(C)C1=CC=C(C=C1)[S@](=O)(N)=NC(NC1=C2CCCC2=CC=2CCCC12)=O)C